2-bromo-N-(3-methoxyphenyl)acetamide COC1=CC=CC(=C1)NC(=O)CBr